BrC=1C=C(C(N(C1)C)=O)NC1=NN2C(COCC2)=C1 5-bromo-3-(6,7-dihydro-4H-pyrazolo[5,1-c][1,4]oxazin-2-ylamino)-1-methylpyridin-2(1H)-one